BrC1=C(OC=C1)C=NO bromofuran-2-carbaldehyde Oxime